ClC=1C=CC2=C(C(=N[C@H](C=3N2C(=NN3)SCC#C)CCC(=O)OC)C3=C(C=CC=C3)Cl)C1 methyl (S)-3-(8-chloro-6-(2-chlorophenyl)-1-(prop-2-yn-1-ylthio)-4H-benzo[f][1,2,4]triazolo[4,3-a][1,4]diazepin-4-yl)propionate